N-{[5-chloro-6-(5-methoxy-2-pyrazinyl)-2-indolyl]methyl}-3-hydroxy-1-pyrrolidinecarboxamide ClC=1C=C2C=C(NC2=CC1C1=NC=C(N=C1)OC)CNC(=O)N1CC(CC1)O